3-Chloro-5-aminopyridazine ClC=1N=NC=C(C1)N